(E)-4-(diethoxyphosphoryl)-3-methylbut-2-enoic acid ethyl ester C(C)OC(\C=C(\CP(=O)(OCC)OCC)/C)=O